FC1=CC(=C(OC2=C(C(=O)NC3=CC(=NC=C3)OC)C=C(C(=C2)C(F)(F)F)C(C)F)C=C1)C 2-(4-fluoro-2-methylphenoxy)-5-(1-fluoroethyl)-N-(2-methoxypyridin-4-yl)-4-(trifluoromethyl)benzamide